C(C)(C)(C)SC=1C(=CC=2N(C1)C(=CN2)N(NC(=O)OC(C)(C)C)C(=O)OC(C)(C)C)OC di-tert-butyl 1-(6-(tert-butylthio)-7-methoxyimidazo[1,2-a]pyridin-3-yl)hydrazine-1,2-dicarboxylate